C1(CC1)C(CC(=O)O)C1=CC=C(C=C1)OCC1=CC=C2C(=NN(C2=C1)C(C)C)C1=CC=CC=C1 3-cyclopropyl-3-(4-((1-isopropyl-3-phenyl-1H-indazol-6-yl)methoxy)phenyl)propanoic acid